N1C=C(C2=CC=CC=C12)C1N(CCC2=CC(=CC=C12)C1=CSC=C1)C(=O)N (1H-indol-3-yl)-6-(thiophen-3-yl)-3,4-dihydroisoquinoline-2(1H)-carboxamide